C1(=CC=CC=C1)S(=O)(=O)C1=CC=C(C=C1)CNC(=O)C=1N=C2N(C=CN=C2)C1 N-{[4-(benzene-sulfonyl)phenyl]methyl}imidazo[1,2-a]pyrazine-2-carboxamide